FC1=CC=C2C[C@@H](C2=C1)NC(=NO)C=1C(=NON1)OCC(=O)N 2-[(4-{N-[(7S)-4-Fluorobicyclo[4.2.0]octa-1,3,5-trien-7-yl]-N'-hydroxycarbamimidoyl}-1,2,5-oxadiazol-3-yl)oxy]acetamid